1-(9Z,12Z-octadecadienoyl)-2-(8Z,11Z,14Z,17Z-eicosatetraenoyl)-sn-glycero-3-phosphocholine CCCCC/C=C\C/C=C\CCCCCCCC(=O)OC[C@H](COP(=O)([O-])OCC[N+](C)(C)C)OC(=O)CCCCCC/C=C\C/C=C\C/C=C\C/C=C\CC